N-benzyl-cyclopropyl-amide C(C1=CC=CC=C1)[N-]C1CC1